(1S,3S)-N1-(3-bromo-6-(2,2-difluoroethoxy)-6,7-dihydrospiro[cyclopenta[d]pyrazolo[1,5-a]pyrimidine-5,1'-cyclopentane]-8-yl)cyclopentane-1,3-diamine trifluoroacetate FC(C(=O)O)(F)F.BrC=1C=NN2C1N=C1C(=C2N[C@@H]2C[C@H](CC2)N)CC(C12CCCC2)OCC(F)F